Cl.C[C@@H]1N(C[C@H](NC1)C)C1=CC(N(C=2C=CC(=NC12)C#N)C)=O 8-((2s,5r)-2,5-dimethylpiperazin-1-yl)-5-methyl-6-oxo-5,6-dihydro-1,5-naphthyridine-2-carbonitrile HCl